C(C=C)(=O)O.OC1=C(C=CC=C1)O dihydroxybenzene acrylate